S1C=NC2=C1C=CC(=C2)CN(C(=O)[C@H]2N(CCC2)S(=O)(=O)C2=CC=C(C=C2)OC)C2CCC(CC2)(F)F (S)-1-(4-Methoxy-benzenesulfonyl)-pyrrolidine-2-carboxylic acid benzothiazol-5-ylmethyl-(4,4-difluoro-cyclohexyl)-amide